1-phenylalanyl-fructose N[C@@H](CC1=CC=CC=C1)C(=O)C(O)C(=O)[C@@H](O)[C@H](O)[C@H](O)CO